FC1=CC=C(C=C1)NC(=S)N[C@@H](CCCNC(N)=N)C(=O)N1[C@H](CCC1)C(=O)N1[C@H](CCC1)C(=O)NCC(=O)N[C@@H](CC1=CC=CC=C1)C(=O)N[C@@H](CO)C(=O)N1[C@@H](CCC1)C(=O)N[C@@H](CC1=CC=CC=C1)C(=O)N[C@@H](CCCNC(N)=N)C(=O)O ((4-fluorophenyl)carbamothioyl)-L-arginyl-D-prolyl-D-prolylglycyl-L-phenylalanyl-L-seryl-L-prolyl-L-phenylalanyl-L-arginine